COC(=O)[C@H]1N(C(COC1)=O)C(=O)OC(C)(C)C (3S)-5-oxomorpholine-3,4-dicarboxylic acid 4-tert-butyl ester 3-methyl ester